C1(=CC=CC=C1)C1=NC=2C(CCCC2C=C1)=O 2-phenyl-6,7-dihydro-5H-8-quinolinone